The molecule is the N-acetyl derivative of phenylalanine. It has a role as an antidepressant and a metabolite. It is a N-acetyl-amino acid and a phenylalanine derivative. CC(=O)NC(CC1=CC=CC=C1)C(=O)O